[Cl-].C(CCCCCCCCCCC)[N+](CCO)(C)C dodecyl-dimethyl-(2-hydroxyl)ethyl-ammonium chloride